(R or S)-N-(6-bromo-7-chloroisoquinolin-3-yl)spiro[2.2]pentane-1-carboxamide BrC=1C=C2C=C(N=CC2=CC1Cl)NC(=O)[C@@H]1CC12CC2 |o1:15|